O=C1N(C(C2=CC=CC=C12)=O)CCCCSC1=C(C=NC2=CC(=C(C=C12)OC)OC)C#N 4-((4-(1,3-dioxoisoindolin-2-yl)butyl)thio)-6,7-dimethoxyquinoline-3-carbonitrile